CS(=O)(=O)O.ClC=1C=C(OC2=CC=NC3=CC(=C(C=C23)C(=O)N)OC)C=CC1NC(=O)NC1CC1 4-[3-chloro-4-(cyclopropylaminocarbonylamino)phenoxy]-7-methoxy-6-quinolinecarboxamide methanesulfonate